COC(C(CO)O)=O 2,3-dihydroxypropionic acid methyl ester